BrC=1C=C2C(=CC=NC2=CC1)C(C)(C)O 2-(6-bromoquinolin-4-yl)propan-2-ol